(5-propyl-2-methylphenyl)-2-(2-((4-fluorobenzyl)thio)-4H-imidazo[4,5-b]pyridin-4-yl)butanamide C(CC)C=1C=CC(=C(C1)C(C(=O)N)(CC)N1C=2C(=CC=C1)N=C(N2)SCC2=CC=C(C=C2)F)C